4-[(adamantan-1-yl)amino]benzoic acid C12(CC3CC(CC(C1)C3)C2)NC2=CC=C(C(=O)O)C=C2